BrC1=NC(=NC=C1)OCC1=C(C=C(C#N)C=C1)F 4-(((4-Bromopyrimidin-2-yl)oxy)methyl)-3-fluorobenzonitrile